C(CCCCCCCCCCCCC=CCCCC)(=O)O 14-Nonadecenoic acid